2-(4-(6-(4-cyano-2-fluorobenzyloxy)pyridin-2-yl)-3-methylbenzyl)-1-(furan-2-ylmethyl)-1H-benzo[d]imidazole-6-carboxylic acid C(#N)C1=CC(=C(COC2=CC=CC(=N2)C2=C(C=C(CC3=NC4=C(N3CC=3OC=CC3)C=C(C=C4)C(=O)O)C=C2)C)C=C1)F